C(C)(C)OC=1C=C(CNC2=NC=C(C=N2)C(=O)N2CCC23COC3)C=C(C1)CCC (2-((3-isopropoxy-5-propylbenzyl)amino)pyrimidin-5-yl)(6-oxa-1-azaspiro[3.3]hept-1-yl)methanone